ethyl 4-{[3-(4-{[(3S,4R)-1-ethyl-3-fluoropiperidin-4-yl]amino}-1-(2,2,2-trifluoroethyl)-1H-indol-2-yl)prop-2-yn-1-yl] amino}-3-methoxybenzoate C(C)N1C[C@@H]([C@@H](CC1)NC1=C2C=C(N(C2=CC=C1)CC(F)(F)F)C#CCNC1=C(C=C(C(=O)OCC)C=C1)OC)F